FC1=C2CN(C(C2=CC(=C1C1(CCN(CC1)CC1=NNC2=CC=CC=C12)O)F)=O)C1C(NC(CC1)=O)=O 3-[4,6-difluoro-5-[4-hydroxy-1-(1H-indazol-3-ylmethyl)-4-piperidyl]-1-oxo-isoindolin-2-yl]piperidine-2,6-dione